7-(2-((1S,3R)-3-aminocyclohexane-1-carboxamido)-5-chloropyridin-4-yl)-N,N,2,2-tetramethyl-2,3-dihydro-1H-pyrrolizine-5-carboxamide N[C@H]1C[C@H](CCC1)C(=O)NC1=NC=C(C(=C1)C=1C=C(N2CC(CC12)(C)C)C(=O)N(C)C)Cl